S1C(=NN=C1)N1CCC(CC1)CN1C2=NC(=NC=C2N(C1=O)C)C1=C(C=CC=C1)C(C)C 9-((1-(1,3,4-thiadiazol-2-yl)piperidin-4-yl)methyl)-2-(2-isopropylphenyl)-7-methyl-7,9-dihydro-8H-purin-8-one